ClC=1C(=C(C=CC1OCC1CC1)C(C)NC=1C2=C(N=CN1)C=CC(=N2)O[C@@H]2CN(CC2)C(C=C)=O)F 1-((3S)-3-((4-((1-(3-chloro-4-(cyclopropylmethoxy)-2-fluorophenyl)ethyl)amino)pyrido[3,2-d]pyrimidin-6-yl)oxy)pyrrolidin-1-yl)prop-2-en-1-one